3-(3-methyl-2-oxo-5-(2-(piperidin-4-yl)ethyl)-2,3-dihydro-1H-benzo[d]imidazol-1-yl)piperidine-2,6-dione CN1C(N(C2=C1C=C(C=C2)CCC2CCNCC2)C2C(NC(CC2)=O)=O)=O